[C@@H]1([C@H](O)[C@H](O)[C@@H](CN[C@@H](CCS)C(=O)O)O1)N1C=NC=2C(N)=NC=NC12 adenosyl-L-homocysteine